CC(CC1=C(C(=O)O)C=CC=C1)C.C(C1=CC=CC=C1)(=O)OCC(C)C ISOBUTYL BENZOATE (2-methylpropyl benzoate)